(2S)-2-[3-(furan-2-yl)prop-2-enoylamino]-3-phenylpropanoic acid O1C(=CC=C1)C=CC(=O)N[C@H](C(=O)O)CC1=CC=CC=C1